(1s,4s)-4-(8-(2-chloro-6-fluorophenylamino)-2-(cyclopentylamino)-9H-purin-9-yl)cyclohexanecarboxamide ClC1=C(C(=CC=C1)F)NC=1N(C2=NC(=NC=C2N1)NC1CCCC1)C1CCC(CC1)C(=O)N